OC1(CCOCC1)C#CC=1C=C(C=2N(C1)N=CC2C#N)C=2C=NC(=CC2)N2CC1N(C(C2)C1)CC=1C=NC(=CC1)OC 6-((4-Hydroxytetrahydro-2H-pyran-4-yl)ethynyl)-4-(6-(6-((6-methoxypyridin-3-yl)methyl)-3,6-Diazabicyclo[3.1.1]heptan-3-yl)pyridin-3-yl)pyrazolo[1,5-a]pyridine-3-carbonitrile